3-[1-(2-fluoroprop-2-enoyl)azetidin-3-yl]-1-[4-(trifluoromethoxy)phenyl]pyrazolo[3,4-b]pyridine-4-carbonitrile FC(C(=O)N1CC(C1)C1=NN(C=2N=CC=C(C21)C#N)C2=CC=C(C=C2)OC(F)(F)F)=C